1-(Ethylsulfonyl)azetidin-3-one tert-butyl-(trans-4-((5-(2-methoxypyrimidin-5-yl)pyridin-2-yl)(((1S)-1-phenylethyl)carbamoyl)amino)cyclohexyl)carbamate C(C)(C)(C)N(C(O)=O)[C@@H]1CC[C@H](CC1)N(C(N[C@@H](C)C1=CC=CC=C1)=O)C1=NC=C(C=C1)C=1C=NC(=NC1)OC.C(C)S(=O)(=O)N1CC(C1)=O